Fluorene-6-amine C1=CC=CC=2C3=CC(=CC=C3CC12)N